C(C)N(C=1C(C(C1NCC1=CC=C(C=C1)C1=NOC(=N1)C(F)(F)F)=O)=O)C 3-(ethyl-(methyl)amino)-4-((4-(5-(trifluoromethyl)-1,2,4-oxadiazol-3-yl)benzyl)amino)cyclobut-3-ene-1,2-dione